N-((1r,4r)-4-(3-chloro-4-cyanophenoxy)cyclohexyl)-6-(4-((3-((2-(2,6-Dioxopiperidin-3-yl)-1-oxoisoindoline-5-yl)methylene)azetidin-1-yl)methyl)piperidin-1-yl)pyridazine ClC=1C=C(OC2CCC(CC2)N2NC=CC=C2N2CCC(CC2)CN2CC(C2)=CC=2C=C3CN(C(C3=CC2)=O)C2C(NC(CC2)=O)=O)C=CC1C#N